(2E)-6-bromo-1,1-dipropoxy-2-hexene BrCCC/C=C/C(OCCC)OCCC